N1(CCOCC1)C1=C(C(=O)NC2=CC=C(C=C2)C=2C3=C(NC(CN2)=O)C2=CC=CC=C2C=C3)C=CC=N1 2-(morpholin-4-yl)-N-[4-(2-oxo-2,3-dihydro-1H-naphtho[1,2-e][1,4]-diazepin-5-yl)phenyl]nicotinamide